tert-butyl (S)-3-(methyl(3-methylquinolin-5-yl)amino)pyrrolidine-1-carboxylate CN([C@@H]1CN(CC1)C(=O)OC(C)(C)C)C1=C2C=C(C=NC2=CC=C1)C